1-(benzyloxymethyl)-N-pyrazin-2-yl-cyclopropanesulfonamide C(C1=CC=CC=C1)OCC1(CC1)S(=O)(=O)NC1=NC=CN=C1